N1N=NC2=C1C=CC(=C2)CNC(=O)C2[C@H]1CN(C[C@@H]21)C(=O)OC(C)(C)C tert-butyl (1R,5S)-6-(((1H-benzo[d][1,2,3]triazol-5-yl)methyl)carbamoyl)-3-azabicyclo[3.1.0]hexane-3-carboxylate